5-oxo-5,6,7,8-tetrahydronaphthalen-2-yl pivalate C(C(C)(C)C)(=O)OC1=CC=2CCCC(C2C=C1)=O